N1=C(C=CC=C1)SSCCCCC(=O)ON1C(CCC1=O)=O 5-(2-pyridyldithio)-pentanoic acid, 2,5-dioxo-1-pyrrolidinyl ester